BrC1=CC2=C(NC=N2)C=C1OC 5-bromo-6-methoxy-1H-benzo[d]imidazole